(R)-1-tert-butyl 5-methyl 2-(18-(tert-butoxy)-18-oxooctadecanamido)pentanedioate C(C)(C)(C)OC(CCCCCCCCCCCCCCCCC(=O)N[C@@H](C(=O)OC(C)(C)C)CCC(=O)OC)=O